C(#N)C1=NNC2=CC(=CC=C12)/C=C/C(=O)NC=1C=C(C=C(C1C)F)CCC(=O)O (E)-3-(3-(3-(3-cyano-1H-indazol-6-yl)acrylamido)-5-fluoro-4-methylphenyl)propionic acid